OCC=1C=C(C=CC1)C=1C=NC(=NC1)C=1C=C(CN2N=C(C=CC2=O)C=2C=C(C#N)C=CC2)C=CC1 3-(1-(3-(5-(3-(hydroxymethyl)phenyl)pyrimidin-2-yl)benzyl)-6-oxo-1,6-dihydropyridazin-3-yl)Benzonitrile